BrC1=CC=CC(=N1)C(=O)NNC(CC[C@H](CC)NC(OC(C)(C)C)=O)=O tert-butyl {(3S)-6-[2-(6-bromopyridine-2-carbonyl)hydrazinyl]-6-oxohexan-3-yl}carbamate